6-(2-chloro-4-ethoxyphenyl)-1H-benzo[d]imidazole-4-carboxylic acid ClC1=C(C=CC(=C1)OCC)C=1C=C(C2=C(NC=N2)C1)C(=O)O